4-chloro-5-methyl-2-(pyridin-2-yl)thieno[2,3-d]pyrimidine ClC=1C2=C(N=C(N1)C1=NC=CC=C1)SC=C2C